5-((3',5'-dichloro-4-fluoro-5-methyl-[1,1'-biphenyl]-3-yl)oxy)-2-(methylsulfanyl)pyrimidine ClC=1C=C(C=C(C1)Cl)C1=CC(=C(C(=C1)C)F)OC=1C=NC(=NC1)SC